8-bromo-2-chloro-6-fluoro-3-methyl-quinazolin-4-one BrC=1C=C(C=C2C(N(C(=NC12)Cl)C)=O)F